N1(CCC1)C\C=C/1\C(N(CC1)C(=O)OC(C)(C)C)=O tert-butyl (3E)-3-[2-(azetidin-1-yl)ethylidene]-2-oxopyrrolidine-1-carboxylate